The molecule is a C19-gibberellin, initially identified in Malus sylvestris. It differs from gibberellin A1 in the absence of an OH group at C-7 and the presence of a double bond between C-3 and C-4 (all gibbane numbering). It has a role as a plant metabolite. It is a C19-gibberellin, a gibberellin monocarboxylic acid and a lactone. C[C@@]12[C@H](C=C[C@@]3([C@@H]1[C@@H]([C@]45[C@H]3CC[C@H](C4)C(=C)[C@H]5O)C(=O)O)OC2=O)O